ClC1=C(C=CC(=C1)OC(F)(F)F)[C@@H]1[C@H](O[C@](C1)(C(F)(F)F)C)C(=O)NC=1C=NC(=CC1)[C@H]1OC(OC1)(C)C |o1:12,13,15,31| rel-(2S,3R,5R)-3-(2-chloro-4-(trifluoromethoxy)phenyl)-N-(6-((R*)-2,2-dimethyl-1,3-dioxolan-4-yl)pyridin-3-yl)-5-methyl-5-(trifluoromethyl)tetrahydrofuran-2-carboxamide